CC1=NC(=CC=C1N1CC(CC1)CC(=O)O)C=1N=NN(C1CN1C(C=CC(=C1)CCC)=O)C 2-(1-(2-methyl-6-(1-methyl-5-((2-oxo-5-propylpyridin-1(2H)-yl)methyl)-1H-1,2,3-triazol-4-yl)pyridin-3-yl)pyrrolidin-3-yl)acetic acid